C(C)OC(CC(C)C=1C=C(C=CC1)C(C(=O)OCC1=CC=CC=C1)(CCCC(CO)(C)C)C)=O benzyl 2-(3-(4-ethoxy-4-oxobutan-2-yl)phenyl)-7-hydroxy-2,6,6-trimethylheptanoate